tert-butyl (3-(5-fluoro-2-methylphenoxy)propyl)carbamate FC=1C=CC(=C(OCCCNC(OC(C)(C)C)=O)C1)C